O1CCN(CC1)C1=CC(=NC=N1)N1C[C@H](CCC1)NC1=CC=CC=C1 (S)-1-(6-morpholinopyrimidin-4-yl)-N-phenylpiperidin-3-amine